C(C)C=1C(=CC=C2C=C(C=C(C12)N1CC=2N=C(N=C(C2CC1)O)N1CC(C1)(C)NC(OCC1=CC=CC=C1)=O)OCOC)F benzyl N-[1-[7-[8-ethyl-7-fluoro-3-(methoxymethoxy)-1-naphthyl]-4-hydroxy-6,8-dihydro-5H-pyrido[3,4-d]pyrimidin-2-yl]-3-methyl-azetidin-3-yl]carbamate